CN1C(C=C(C=C1)OCC12NCC(C1)C2)=O (((1-methyl-2-oxo-1,2-dihydropyridin-4-yl)oxy)methyl)-2-azabicyclo[2.1.1]hexane